FC1=CC=C(CS(=O)(=O)C2=CC(=C(C=C2)N2CCN(CC2)CC2=CC=C(C=C2)[N+](=O)[O-])[N+](=O)[O-])C=C1 1-{4-[(4-Fluorobenzyl)sulfonyl]-2-nitrophenyl}-4-(4-nitrobenzyl)piperazine